3-(3-methoxyphenyl)propionitrile COC=1C=C(C=CC1)CCC#N